BrC1=CC(=C(C(=N1)C)N)C 6-Bromo-2,4-dimethylpyridin-3-amine